N-(6-{2-[2-(2-aminoethoxy)ethoxy]ethoxy}pyridin-3-yl)-1,8,10-triazatricyclo[7.4.0.02,7]trideca-2,4,6,8,10,12-hexaene-11-carboxamide NCCOCCOCCOC1=CC=C(C=N1)NC(=O)C1=NC2=NC3=CC=CC=C3N2C=C1